3-(1-(4-chloro-2-methylphenyl)pyrrolidin-3-yl)-2-fluorobenzoic acid ClC1=CC(=C(C=C1)N1CC(CC1)C=1C(=C(C(=O)O)C=CC1)F)C